3-(1-(5-(1H-indole-2-carbonyl)-N-methyl-4,5,6,7-tetrahydropyrazolo[1,5-a]pyrazine-3-carboxamido)cyclopropyl)benzoic acid N1C(=CC2=CC=CC=C12)C(=O)N1CC=2N(CC1)N=CC2C(=O)N(C)C2(CC2)C=2C=C(C(=O)O)C=CC2